7-bromo-8-isopropoxy-1,3-dimethyl-pyrrolo[1,2-a]pyrazine BrC=1C(=C2N(C=C(N=C2C)C)C1)OC(C)C